C1=CC(=CC=2OC3=C(C21)C=CC(=C3)C(=O)OC3=C(C=C(C=C3)N)F)C(=O)OC3=C(C=C(C=C3)N)F bis(4-amino-2-fluorophenyl) dibenzo[b,d]furan-3,7-dicarboxylate